2-allylthio-1-(pyrimidine-2-yl)ethane C(C=C)SCCC1=NC=CC=N1